NC1=NNC(=C1)C1=C(C=C(C=C1)N1CCN(CC1)C(=O)OC(C)(C)C)OCC tert-Butyl 4-[4-(3-amino-1H-pyrazol-5-yl)-3-ethoxy-phenyl]piperazine-1-carboxylate